FC(C#CC1=CC=CC=2C(N([C@H]3C=4N([C@@H](C21)C3)C3=C(N4)C=CC(=C3)C#N)C([2H])([2H])[2H])=O)F (7R,14R)-1-(3,3-difluoroprop-1-yn-1-yl)-6-(methyl-d3)-5-oxo-5,6,7,14-tetrahydro-7,14-methanobenzo[f]benzo[4,5]imidazo[1,2-a][1,4]diazocine-11-carbonitrile